C(C)(C)(C)OC1CN(C1)C(=O)NC1CNCCC2=C1C=CC(=C2)C2=NC(=NC=C2)NC=2C=NN(C2)C 3-(tert-butoxy)-N-(7-(2-((1-methyl-1H-pyrazol-4-yl)amino)pyrimidin-4-yl)-2,3,4,5-tetrahydro-1H-benzo[d]Azepin-1-yl)azetidine-1-carboxamide